C(=O)(O)C1=CC=C(C=C1)N1CCN(CC1)C(=O)O 4-(4-carboxyphenyl)piperazine-1-carboxylic acid